C(C1=CC=CC=C1)OC1=C(C=CC=C1C(C)C1CC1)C(C(=O)C1CC1)C 2-(2-(benzyloxy)-3-(1-cyclopropylethyl)phenyl)-1-cyclopropyl-1-propanone